1-tetradecanoyl-2-heptadecanoyl-glycero-3-phospho-(1'-sn-glycerol) CCCCCCCCCCCCCCCCC(=O)O[C@H](COC(=O)CCCCCCCCCCCCC)COP(=O)(O)OC[C@H](CO)O